(1R,2R)-N,N'-diphenyl-1,2-ethylenediamine C1(=CC=CC=C1)NCCNC1=CC=CC=C1